(S)-2-(2-OXOPYRROLIDIN-1-YL)-BUTANAMIDE O=C1N(CCC1)[C@H](C(=O)N)CC